The molecule is a beta-D-glucosyl-N-acylsphingosine in which the acyl group is specified as hexadecanoyl. It has a role as a mouse metabolite. It derives from a hexadecanoic acid. CCCCCCCCCCCCCCCC(=O)N[C@@H](CO[C@H]1[C@@H]([C@H]([C@@H]([C@H](O1)CO)O)O)O)[C@@H](/C=C/CCCCCCCCCCCCC)O